tert-Butyl ((1r,4r)-4-((4-(3-((2-((1S)-1-((tetrahydro-2H-pyran-2-yl)oxy)ethyl)-1H-imidazol-1-yl)methyl)isoxazol-5-yl)phenyl)ethynyl)cyclohexyl)carbamate O1C(CCCC1)O[C@@H](C)C=1N(C=CN1)CC1=NOC(=C1)C1=CC=C(C=C1)C#CC1CCC(CC1)NC(OC(C)(C)C)=O